(S)-alpha-methyl-alpha-pentenylglycine CCCC=C[C@@](C)(C(=O)O)N